dihydroxyspiro[2-benzofuran-3,9'-xanthene]-1-on OC1=C(C=2C3(C4=CC=CC=C4OC2C=C1)OC(C1=C3C=CC=C1)=O)O